BrCC1=C(SC=C1)C(=O)OC methyl 3-(bromomethyl)thiophene-2-carboxylate